C1(CCCC1)NC=1C2=C(N=C(N1)OC[C@@H](C)O)N(C=C2)[C@H]2[C@@H]([C@@H]([C@H](O2)COCP(O)(O)=O)O)O [(2R,3S,4R,5R)-5-[4-(cyclopentylamino)-2-[(2R)-2-hydroxy-propoxy]pyrrolo[2,3-d]pyrimidin-7-yl]-3,4-dihydroxy-tetrahydro-furan-2-yl]methoxy-methylphosphonic acid